[N+](=O)([O-])C1=CC2=C(OCCO2)C=C1 6-nitro-1,4-benzodioxane